CC1=NOC(=N1)C(C)NC1=NC=NC2=CC=C(C=C12)C=1SC(=CN1)C N-(1-(3-methyl-1,2,4-oxadiazol-5-yl)ethyl)-6-(5-methylthiazol-2-yl)quinazolin-4-amine